OCCOC1=C(C=CC=C1)CNC(C)=O N-{[2-(2-hydroxyethoxy)phenyl]methyl}acetamide